C1(CC1)C1=C(CNC=2C=NC=CC2C(=O)O)C=C(C=C1)C 3-[(2-cyclopropyl-5-methylbenzyl)amino]pyridine-4-carboxylic acid